C[Bi]1N[Bi](N1)C 2,4-dimethyl-1,3,2,4-diazadibismetane